CC=1NC(CC(N1)=O)=O 2-methyl-4,6-pyrimidinedione